C1(=CC=C(C=C1)C=1N=C2SC(=CN2C1)C(=O)OC)C Methyl 6-(p-tolyl)imidazo[2,1-b]thiazole-2-carboxylate